FC1=C(C=C(C=O)C=C1)C(=O)N1CC(C1)N(C1=NC=CC=N1)C 4-fluoro-3-(3-(methyl-(pyrimidin-2-yl)amino)azetidine-1-carbonyl)benzaldehyde